4-bromo-1,7-dimethyl-1H-indole BrC1=C2C=CN(C2=C(C=C1)C)C